O=C1NC(CCC1N1C(C2=CC=CC(=C2C1=O)OCCCC(=O)O)=O)=O 4-[[2-(2,6-dioxopiperidin-3-yl)-1,3-dioxo-2,3-dihydro-1H-isoindol-4-yl]oxy]butyric acid